3-((7-(5-Chloro-1-((3-fluoro-8-azabicyclo[3.2.1]octan-3-yl)methyl)-1H-indole-7-yl)thieno[3,2-b]pyridin-2-yl)methyl)-6,6-dimethyl-3-azabicyclo[3.1.0]hexane ClC=1C=C2C=CN(C2=C(C1)C1=C2C(=NC=C1)C=C(S2)CN2CC1C(C1C2)(C)C)CC2(CC1CCC(C2)N1)F